5-tert-Butyl-[1,2,4]oxadiazole-3-carboxylic acid {(S)-2-[2-(1,3,5-trimethyl-1H-pyrazol-4-yl)-3H-imidazo[4,5-b]pyridin-7-yl]-6,7,8,9-tetrahydro-5H-benzocyclohepten-5-yl}-amide CN1N=C(C(=C1C)C1=NC=2C(=NC=CC2C=2C=CC3=C(CCCC[C@@H]3NC(=O)C3=NOC(=N3)C(C)(C)C)C2)N1)C